4-amino-N-(2-(4-(difluoromethylene)piperidin-1-yl)-3-fluoro-5,8-dihydro-6H-pyrano[3,4-b]pyridin-5-yl)-7-fluoro-N-methylimidazo[1,5-a]quinoxaline-8-carboxamide NC=1C=2N(C3=CC(=C(C=C3N1)F)C(=O)N(C)C1COCC3=NC(=C(C=C31)F)N3CCC(CC3)=C(F)F)C=NC2